N1=CC(=CC=C1)CC1=NN=C(O1)C1=CC=C(N=N1)N1CCC2(CC1)OC1=CC=CC(=C1CC2)C(F)(F)F 1'-{6-[5-(pyridin-3-ylmethyl)-1,3,4-oxadiazol-2-yl]Pyridazin-3-yl}-5-(trifluoromethyl)-3,4-dihydrospiro[chromene-2,4'-piperidine]